1-methyl-7-(thiazol-2-ylamino)-2-(trifluoromethyl)quinolin-4(1H)-one CN1C(=CC(C2=CC=C(C=C12)NC=1SC=CN1)=O)C(F)(F)F